N1(N=CC=C1)CCNC(=O)C1=NOC(=C1)C=1SC=CC1Br N-(2-(1H-pyrazol-1-yl)ethyl)-5-(3-bromothiophen-2-yl)isoxazole-3-carboxamide